2-[[(3R)-3-fluoro-1-piperidinyl]methyl]-6-[3-[1-(4-methyl-1,2,4-triazol-3-yl)cyclobutyl]phenyl]-4-(trifluoromethyl)-1H-pyrrolo[2,3-c]pyridin-7-one F[C@H]1CN(CCC1)CC1=CC2=C(C(N(C=C2C(F)(F)F)C2=CC(=CC=C2)C2(CCC2)C2=NN=CN2C)=O)N1